CC1=NOC(=C1C1=CC2=C(NC=N2)C=C1)C 5-(3,5-dimethyl-isoxazol-4-yl)-1H-benzimidazole